C(#N)[C@@H](C[C@@H]1C(NCCC1)=O)NC(=O)[C@@H]1N(C[C@H]2[C@@H]1CC(C2)(F)F)C(=O)C=2NC1=C(C(=CC(=C1C2)F)Cl)F (1R,3aR,6aS)-N-((R)-1-cyano-2-((R)-2-oxopiperidin-3-yl)ethyl)-2-(4,7-difluoro-6-chloro-1H-indole-2-carbonyl)-5,5-difluorooctahydrocyclopenta[c]pyrrole-1-carboxamide